ClC1=CC(=NC=N1)NC(=O)C1CC1 N-(6-chloropyrimidin-4-yl)cyclopropane-1-carboxamide